(1-isobutyl-1H-pyrazol-5-yl)cyclopropane-1-carboxamide C(C(C)C)N1N=CC=C1C1(CC1)C(=O)N